COC1=CC=C(CN(C2=CC(=C(C(=N2)C2=C(C=C3C(=NC(=NC3=C2F)F)N2C[C@H]3CC[C@@H](C2)N3C(=O)OC(C)(C)C)Cl)C(F)(F)F)C)CC3=CC=C(C=C3)OC)C=C1 tert-butyl (1R,5S)-3-(7-(6-(bis(4-methoxybenzyl)amino)-4-methyl-3-(trifluoromethyl)pyridin-2-yl)-6-chloro-2,8-difluoroquinazolin-4-yl)-3,8-diazabicyclo[3.2.1]octane-8-carboxylate